N1[C@@H](CCC1)C(=O)N[C@@H](C(C)C)C(=O)N=[S@@](=O)(C)CC=1C=C2OCCCOC3=C(C=4C(=CN=C(NC(C1)=N2)C4)F)C=CC(=C3)F |o1:15| L-prolyl-N-[(R*)-{[15,19-difluoro-3,4-dihydro-2H,11H-10,6-(azeno)-12,16-(metheno)-1,5,11,13-benzodioxadiazacyclooctadecin-8-yl]methyl}(methyl)oxido-lambda6-sulfanylidene]-L-valinamide